BrC1=C(C=2C=CC(=C(C2C=C1)O)Br)O 2,6-dibromonaphthalene-1,5-diol